tert-butyl 4-((3-(2,4-dioxotetrahydropyrimidin-1(2H)-yl)benzo[d]isoxazol-5-yl)methyl)piperazine-1-carboxylate O=C1N(CCC(N1)=O)C1=NOC2=C1C=C(C=C2)CN2CCN(CC2)C(=O)OC(C)(C)C